methyl 3-amino-4-((4-(trifluoromethyl)benzyl)sulfonyl)benzoate Methyl-3-nitro-4-((4-(trifluoromethyl)benzyl)sulfonyl)benzoate COC(C1=CC(=C(C=C1)S(=O)(=O)CC1=CC=C(C=C1)C(F)(F)F)[N+](=O)[O-])=O.NC=1C=C(C(=O)OC)C=CC1S(=O)(=O)CC1=CC=C(C=C1)C(F)(F)F